ClC1=NC(=CC(=C1)C1(CC(C1)(F)F)C=O)Cl 1-(2,6-dichloropyridin-4-yl)-3,3-difluorocyclobutanecarbaldehyde